CN1C(NC(C1=O)NC1=C(C=CC=C1)C(NC(=O)C1CC1)C1=CC=C(C=C1)C(C)C)=O N-({2-[(1-methyl-2,5-dioxoimidazolidin-4-yl)amino]phenyl}[4-(propan-2-yl)phenyl]methyl)cyclopropanecarboxamide